(((9H-Fluoren-9-yl)methoxy)carbonyl)amino-3-((2-((4-(tert-butyl)benzoyl)oxy)ethyl)thio)propanoic acid C1=CC=CC=2C3=CC=CC=C3C(C12)COC(=O)NC(C(=O)O)CSCCOC(C1=CC=C(C=C1)C(C)(C)C)=O